O1'-tert-butyl O5'-methyl cis-4-[(3,5-dichloro-2-pyridyl)oxy]-2'-oxo-spiro[cyclohexane-1,3'-pyrrolo[3,2-b]pyridine]-1',5'-dicarboxylate ClC=1C(=NC=C(C1)Cl)OC1CCC2(C(N(C=3C2=NC(=CC3)C(=O)OC)C(=O)OC(C)(C)C)=O)CC1